C1=CC=CC=2C3=CC=CC=C3N(C12)C1=C(C(=C(C(=C1N1C2=CC=CC=C2C=2C=CC=CC12)N1C2=CC=CC=C2C=2C=CC=CC12)C1=NC(=NC(=C1)C1=CC=CC=C1)C1=CC=CC=C1)N1C2=CC=CC=C2C=2C=CC=CC12)C=1SC2=C(N1)C=CC=C2 2-(2,3,4,6-tetra(9H-carbazol-9-yl)-5-(2,6-diphenylpyrimidin-4-yl)phenyl)benzo[d]thiazole